Cl.C(C(C)C)(=O)NC1=C(C=C(C(=O)NCCN(CC)CC)C=C1)Cl 4-isobutyrylamino-3-chloro-N-[2-(diethylamino)ethyl]benzamide hydrochloride